FC1=C(C=C2C=CC(N(C2=C1)C1=C(C=C(C(=C1)F)OCCC(F)(F)F)OC)=O)S(=O)(=O)NC1=NOC=C1 (P)-7-fluoro-1-(5-fluoro-2-methoxy-4-(3,3,3-trifluoropropoxy)phenyl)-N-(isoxazol-3-yl)-2-oxo-1,2-dihydroquinoline-6-sulfonamide